C1(=CC(=CC=C1)C=1C=C2CC(C(C2=CC1)NC(O[C@@H]1CN2CCC1CC2)=O)(C)C)C2=CC=CC=C2 (S)-quinuclidin-3-yl (5-([1,1'-biphenyl]-3-yl)-2,2-dimethyl-2,3-dihydro-1H-inden-1-yl)carbamate